2-((S)-1-acryloyl-4-(2-(((S)-1-(methyl-13C)pyrrolidin-2-yl)methoxy)-7-(8-methylnaphthalen-1-yl)-5,6,7,8-tetrahydropyrido[3,4-d]pyrimidin-4-yl)piperazin-2-yl)acetonitrile C(C=C)(=O)N1[C@H](CN(CC1)C=1C2=C(N=C(N1)OC[C@H]1N(CCC1)[13CH3])CN(CC2)C2=CC=CC1=CC=CC(=C21)C)CC#N